C(C)(C)OC1=CN=C(C=C1C(=O)OC)C1=NSC(=N1)NC1=NC=CC=C1C(C)C methyl 5-isopropoxy-2-(5-(3-isopropylpyridin-2-ylamino)-1,2,4-thiadiazol-3-yl)isonicotinate